Cl(=O)(=O)(=O)[O-].[K+] potassium perchlorate salt